5-((4H-1,2,4-triazol-3-yl) methoxy)-2-(1-(2-((4-fluorophenyl) amino)-2-oxoethyl)-3-methyl-2-oxo-6-(trifluoromethyl)-2,3-dihydro-1H-benzo[d]imidazol-4-yl)-4-methoxybenzoate N=1N=C(NC1)COC=1C(=CC(=C(C(=O)[O-])C1)C1=CC(=CC=2N(C(N(C21)C)=O)CC(=O)NC2=CC=C(C=C2)F)C(F)(F)F)OC